N12C=CC(CC1)CC2 1-azabicyclo[2.2.2]oct-2-ene